7-[(3R,4R)-3,4-dihydroxypyrrolidin-1-yl]-N-(3-ethylpent-3-yl)-6-fluoro-4-oxo-1-(2,4,6-trifluorophenyl)-1,4-dihydro-1,8-naphthyridine-3-carboxamide O[C@@H]1CN(C[C@H]1O)C1=C(C=C2C(C(=CN(C2=N1)C1=C(C=C(C=C1F)F)F)C(=O)NC(CC)(CC)CC)=O)F